2-[1-[6-Methyl-2-(2-methylindazol-5-yl)-4-oxo-3-(trifluoromethyl)chromen-8-yl]ethylamino]benzoic acid CC=1C=C2C(C(=C(OC2=C(C1)C(C)NC1=C(C(=O)O)C=CC=C1)C1=CC2=CN(N=C2C=C1)C)C(F)(F)F)=O